6-fluoro-3-{1-[4-(piperazine-1-sulfonyl)-phenyl]-1H-[1,2,3]triazol-4-yl}-1H-quinolin-2-one FC=1C=C2C=C(C(NC2=CC1)=O)C=1N=NN(C1)C1=CC=C(C=C1)S(=O)(=O)N1CCNCC1